CC1=C(C=CC=C1COC1=CC=C(C=N1)CNCCOCCOCCOCCOCCC(=O)N)C1=CC=CC=C1 1-(6-((2-methyl-[1,1'-biphenyl]-3-yl)methoxy)pyridin-3-yl)-5,8,11,14-tetraoxa-2-azaheptadecan-17-amide